[Si](C)(C)(C(C)(C)C)NS(=O)(=NC(NC1=C(C(=NC=C1C(C)C)F)C(C)C)=O)C1=CN=C(S1)C(C)(C)O N-(tert-butyldimethylsilyl)-N'-((2-fluoro-3,5-diisopropylpyridin-4-yl)carbamoyl)-2-(2-hydroxypropan-2-yl)thiazole-5-sulfonimidamide